C(C)(C)(C)C=1SC(=CN1)C(=O)NCC1=C(C=C(C=C1)C=1C2=C(N=CN1)C=C(N2)C2CCN(CC2)C)C 2-(tert-Butyl)-N-(2-methyl-4-(6-(1-methylpiperidin-4-yl)-5H-pyrrolo[3,2-d]pyrimidin-4-yl)benzyl)thiazol-5-carboxamid